9-(benzyloxy)-5-methyl-5,6-dihydroimidazo[1,5-a]pyrazolo[5,1-c]pyrazine C(C1=CC=CC=C1)OC1=NN2C(C=3N(C(C2)C)C=NC3)=C1